ClC1=CC=C(C(=N1)C(=O)O)N[C@H](C)C1=C2N=C(C(=NC2=CC(=C1)C)C#N)N1CC(C2CCCCC12)O 6-chloro-3-(((1R)-1-(2-cyano-3-(3-hydroxyoctahydro-1H-indol-1-yl)-7-methylquinoxalin-5-yl)ethyl)amino)picolinic acid